C(CCC)[Si](O[Si](O[Si](O[Si](O[Si](C)(C)CCCNC(C=C)=O)(C)C)(C)C)(C)C)(C)C N-[3-(9-butyl-1,1,3,3,5,5,7,7,9,9-decamethyl-1-pentasiloxanyl)propyl]-2-propenamide